C(C)OC(=O)C=1OC2=CC(=C(C=C2C(C1)=O)Br)CBr 6-bromo-7-(bromomethyl)-4-oxo-4H-chromene-2-carboxylic acid ethyl ester